ClC(OC1=CC=C(C=C1)NC(=O)C1=CC=2C3C(N(C2C(=C1)C1=CC=NN1)C(C)C)C(CC3)N3C(CCC3=O)=O)(F)F N-(4-(chlorodifluoromethoxy)phenyl)-3-(2,5-dioxopyrrolidin-1-yl)-4-isopropyl-5-(1H-pyrazol-5-yl)-1,2,3,3a,4,8b-hexahydrocyclopenta[b]indole-7-carboxamide